C(#N)C1=CC=C(C=C1)C(CC(=O)O)O 3-(4-cyanophenyl)-3-hydroxypropanoic acid